FC(C1=CC=2C(=NC(=CC2)C(C)O)S1)F 1-(2-(difluoromethyl)thieno[2,3-b]pyridin-6-yl)ethan-1-ol